({6-[(1R,2S)-5'-methoxy-2'-oxo-1'H-spiro[cyclopropane-1,3'-indol]-2-yl]-1H-indazol-3-yl}amino)-1-methylpyrazole-3-carbonitrile COC=1C=C2[C@]3(C(NC2=CC1)=O)[C@@H](C3)C3=CC=C1C(=NNC1=C3)NC=3C(=NN(C3)C)C#N